CNC(C1=CC=C(C=C1)C1C(C1)C=1C2=C(N=C(N1)C)SC=N2)=O N-methyl-4-(2-(5-methylthiazolo[5,4-d]pyrimidin-7-yl)cyclopropyl)benzamide